1-(2-bromo-6-fluoro-phenyl)ethanone BrC1=C(C(=CC=C1)F)C(C)=O